(Z)-2-(2-bromovinyl)-1,3-dithiane Br\C=C/C1SCCCS1